FC(C1=NNCC(=C1)C1=C(C=CC=C1)C)(F)F 3-trifluoromethyl-5-(methylphenyl)-1,6-dihydropyridazine